C(C)P(OCCCCCC(C)C)(OCCCCCC(C)C)=O diisooctyl ethylphosphonate